ClC1=C(C(=O)N2COC3=C(C2)C=CC=C3C3=CC(=C(C(=O)O)C=C3F)N3C2COCC3CC2)C(=CC(=C1)N1C(C(C1)OC)(C)C)Cl 4-[3-[2,6-Dichloro-4-(3-methoxy-2,2-dimethylazetidin-1-yl)benzoyl]-2,4-dihydro-1,3-benzoxazin-8-yl]-5-fluoro-2-(3-oxa-8-azabicyclo[3.2.1]oct-8-yl)benzoic acid